1,1,2,3,3-Pentafluoropropan FC(C(C(F)F)F)F